FC1=CC=C(CC=2C=C3C(=NC2OC)CCN3C(=O)OC(C)(C)C)C=C1 Tert-butyl 6-(4-fluorobenzyl)-5-methoxy-2,3-dihydro-1H-pyrrolo[3,2-b]pyridine-1-carboxylate